OC(C)(C)C=1C=C(SC1)S(=O)(=O)N 4-(2-hydroxy-prop-2-yl)thiophene-2-sulfonamide